OC1=C(C=C(C=C1)C(C)(C)C)N1N=C2C(=N1)C=CC=C2 2-[2-hydroxy-5-(tert-butyl)phenyl]-2H-benzotriazole